BrCCC#CC1=CC(=CC(=C1)Cl)Cl 1-(4-bromobut-1-yn-1-yl)-3,5-dichlorobenzene